2-butylhex-2-en-1-imine C(CCC)C(C=N)=CCCC